methyl (2-(allyloxy)-3-bromo-6-nitrophenyl)carbamate C(C=C)OC1=C(C(=CC=C1Br)[N+](=O)[O-])NC(OC)=O